ClC1=NC=C(C(=C1)C1=C(C=NC(=C1)C)C(=O)NC1=NN=C(S1)C(=O)N)OC 5-(2'-chloro-5'-methoxy-6-methyl-(4,4'-bipyridine)-3-carboxamido)-1,3,4-thiadiazole-2-carboxamide